BrC1=C(C=C(C=C1)C(C)(C)C)Br 1,2-di-bromo-4-(tert-butyl)benzene